OCCN(CCCCCCCC(=O)[O-])CCCCCC(OCCCCCCCCCCC)=O 8-((2-hydroxyethyl)(6-oxo-6-(undecyloxy)hexyl)amino)octanoate